[C-]#N.C(CCCCCCCC)[NH+]1CCC(CC1)CC 1-nonyl-4-ethylpiperidinium cyanide